(2S)-2-[3-(8-{2-[(2,2-difluoroethyl)(isopropyl)carbamoyl]-4-fluorophenyl}-1-fluoro-3-methylimidazo[1,5-a]pyridin-6-yl)azetidine-1-carbonyl]piperidine-1-carboxylic acid tert-butyl ester C(C)(C)(C)OC(=O)N1[C@@H](CCCC1)C(=O)N1CC(C1)C=1C=C(C=2N(C1)C(=NC2F)C)C2=C(C=C(C=C2)F)C(N(C(C)C)CC(F)F)=O